ClC1=C(C=C(C=C1)N(CC)C[C@H]1N=C(OC1)N)OC (R)-4-{[(4-chloro-3-methoxy-phenyl)-ethyl-amino]-methyl}-4,5-dihydro-oxazol-2-ylamine